COCCOC[N+](C)(C)C 2-methoxyethoxymethyltrimethylammonium